IC1=CC(=C(C#N)C=C1)F 4-iodo-2-fluorobenzonitrile